N1CCC2N1C=CC=C2N tetrahydropyrazolo[1,5-a]pyridin-4-amine